ClC1=NC(=CC(=C1)[C@@H]1CN(C[C@@H]2COCCN21)C(=O)OC(C)(C)C)B2OC(C(O2)(C)C)(C)C trans-tertbutyl 6-(2-chloro-6-(4,4,5,5-tetramethyl-1,3,2-dioxaborolan-2-yl)pyridin-4-yl)hexahydropyrazino[2,1-c][1,4]oxazine-8(1H)-carboxylate